6-methylsulfanylpyridine CSC1=CC=CC=N1